7-bromo-1-((1-(tert-butoxycarbonyl)piperidin-4-yl)methyl)-2-butyl-1H-imidazo[4,5-d]thieno[3,2-b]pyridine-5-oxide BrC1=CC2=[N+](C=C3C(=C2S1)N(C(=N3)CCCC)CC3CCN(CC3)C(=O)OC(C)(C)C)[O-]